[Na+].N(CC(=O)[O-])(CC(=O)[O-])CC(=O)[O-].[Na+].[Na+] nitrilotriacetic acid sodium salt